2-(5-bromo-1-ethyl-7-fluoro-benzimidazol-2-yl)-11-ethyl-1,9-diazatricyclo[6.3.1.04,12]dodeca-2,4(12),5,7-tetraen-10-one BrC1=CC2=C(N(C(=N2)C=2N3C(C(NC4=CC=CC(C2)=C34)=O)CC)CC)C(=C1)F